1-(3-fluoro-4-methylbenzyl)-9-methyl-3,4-dihydro-1H-benzo[b]azepine-2,5-dione FC=1C=C(CN2C3=C(C(CCC2=O)=O)C=CC=C3C)C=CC1C